5-((1S-2S)-2-ethenylcyclopropyl)-1,3,4-thiadiazol-2-amine C(=C)[C@H]1[C@H](C1)C1=NN=C(S1)N